3-fluoro-5-methoxy-4-methyl-2-((trimethylsilyl)ethynyl)aniline FC=1C(=C(N)C=C(C1C)OC)C#C[Si](C)(C)C